OCC1=CC=C(C=C1)B1OC(C)(C)C(C)(C)O1 4-hydroxymethylbenzeneboronic acid pinacol ester